(E)-N-hydroxy-3-(2-(4-((4-isopropoxy-benzyl)amino)piperidin-1-yl)phenyl)acrylamide ONC(\C=C\C1=C(C=CC=C1)N1CCC(CC1)NCC1=CC=C(C=C1)OC(C)C)=O